N-(4-acetylaminophenyl)-3-(3-(tert-butyl)pyrazin-2-yl)propionamide C(C)(=O)NC1=CC=C(C=C1)NC(CCC1=NC=CN=C1C(C)(C)C)=O